methyl-(2-chloro-5-[1-(6-methylpyridin-2-ylmethoxy-imino)ethyl]benzyl)carbamate COC(NCC1=C(C=CC(=C1)C(C)=NOCC1=NC(=CC=C1)C)Cl)=O